2-(2-amino-5-methylphenoxy)ethane NC1=C(OCC)C=C(C=C1)C